4-(2,6-dichlorobenzyl)-N-hydroxy-2,2-dimethyl-3-oxo-3,4-dihydro-2H-benzo[b][1,4]oxazine-6-carboxamide ClC1=C(CN2C3=C(OC(C2=O)(C)C)C=CC(=C3)C(=O)NO)C(=CC=C1)Cl